3-((1-((2-(tert-butyl)-6-oxo-1,6-dihydropyrimidin-5-yl)methyl)-6-oxo-4-(trifluoromethyl)-1,6-dihydropyrimidin-5-yl)oxy)-5-chlorobenzonitrile C(C)(C)(C)C=1NC(C(=CN1)CN1C=NC(=C(C1=O)OC=1C=C(C#N)C=C(C1)Cl)C(F)(F)F)=O